Perfluorohexylmethylether FC(C(C(C(C(C(C(F)(F)F)(F)F)(F)F)(F)F)(F)F)(F)F)(F)OC(F)(F)C(C(C(C(C(C(F)(F)F)(F)F)(F)F)(F)F)(F)F)(F)F